C(#N)C=1C=CC(=NC1)C1=CC=C(CN2N=NC(=C2)C2=CC=C(C=C2)C=2N=C3N(C=CC(=C3)C3=CC=CC=C3)C2NC2=CC=C(C(=O)O)C=C2)C=C1 4-((2-(4-(1-(4-(5-Cyanopyridin-2-yl)benzyl)-1H-1,2,3-triazol-4-yl)phenyl)-7-phenylimidazo[1,2-a]pyridin-3-yl)amino)benzoic acid